C(C)(C)(C)OC(=O)N1CCN(CC1)C1=NC=C(C=C1)C=1C=2N(C=C(C1)OC[C@@H](C)O)N=CC2C#N (R)-4-(5-(3-cyano-6-(2-hydroxypropoxy)pyrazolo[1,5-a]pyridin-4-yl)pyridin-2-yl)piperazine-1-carboxylic acid tert-butyl ester